FC(OC1=C(C=CC=C1)CNC(=O)C=1C=C(C=NC1OC)C1=CC=C2C(=NNC2=C1)C(=O)NC)F 6-[5-({[2-(difluoromethoxy)-phenyl]methyl}carbamoyl)-6-methoxypyridin-3-yl]-N-methyl-1H-indazole-3-carboxamide